[K].COC(C(C(=O)OC)C1=NC=C(C=C1Cl)C(F)(F)F)=O 2-[3-chloro-5-(trifluoromethyl)pyridinyl]malonic acid dimethyl ester potassium salt